2Z-3,4-Dimethoxycinnamic acid COC=1C=C(C=CC(=O)O)C=CC1OC